N-(3-octoxypropyl)-3-(pyrrolidinyl)propan-1-amine C(CCCCCCC)OCCCNCCCN1CCCC1